1-(Benzyloxy)-4-bromo-2-(trifluoromethyl)benzene C(C1=CC=CC=C1)OC1=C(C=C(C=C1)Br)C(F)(F)F